(2S,3R)-N-(2-amino-3-fluoro-4-((4-(trifluoromethyl)benzyl)amino)phenyl)-2,3-difluorononanamide NC1=C(C=CC(=C1F)NCC1=CC=C(C=C1)C(F)(F)F)NC([C@@H]([C@@H](CCCCCC)F)F)=O